CC12N3C(NNC3C3(NC(C2C2CCCC2S1)C1=C(C=CC=C1)Cl)CC3)C methyl-9'-(2-chlorophenyl)-3'-methyl-16'-thia-2',4',5',8'-tetraazaspiro[cyclopropane-1,7'-tetracyclo[8.6.0.02,6.011,15]hexadecane]